ClC=1C=C(C(NC1)=O)C1=NN=C(N1C)C1=C(C=CC=C1F)F 5-chloro-3-[5-(2,6-difluorophenyl)-4-methyl-1,2,4-triazol-3-yl]-1H-pyridin-2-one